The molecule is degradation product of benzylpenicillin in which the thiolamino acid penicillamine and carbon dioxide from the labile carboxyl group have been lost, leaving a phenylacetylamino-acetaldehyde. It has a role as an allergen. It derives from an acetaldehyde and a phenylacetic acid. C1=CC=C(C=C1)CC(=O)NCC=O